C(CCCCCCC\C=C/C\C=C/CCCCC)N[C@@H](CO)[C@H](O)CCCCCCCCCCCCCCC N-linoleyl-sphinganine